ClC1=NC(=CC=C1C=1C=NN(C1)C[C@@H]1C[C@H](CC1)F)C(F)F 2-chloro-6-(difluoromethyl)-3-(1-(((1S,3S)-3-fluorocyclopentyl)methyl)-1H-pyrazol-4-yl)pyridine